[OH-].C(#C)[Ca+] ethynyl-calcium hydroxide